C(C(=C)C)(=O)OCC(CC)(CCCCC)CC 3-(methacryloyloxymethyl)-3-ethyloctane